6-(2-((3aS,5S,6aR)-5-(4-fluorophenoxy)-3a-hydroxyhexahydrocyclopenta[c]pyrrol-2(1H)-yl)acetyl)-3,4-dihydroquinolin-2(1H)-one FC1=CC=C(O[C@@H]2C[C@@]3([C@@H](CN(C3)CC(=O)C=3C=C4CCC(NC4=CC3)=O)C2)O)C=C1